2-bromo-1-(4-fluorophenyl)ethanone tert-butyl-(2S)-2-(hydroxymethyl)piperazine-1-carboxylate C(C)(C)(C)OC(=O)N1[C@@H](CNCC1)CO.BrCC(=O)C1=CC=C(C=C1)F